2-fluorophenyl-2-(4-((3-methoxy-3-oxopropyl)carbamoyl)piperidin-1-yl)thiazole-5-carboxylic acid FC1=C(C=CC=C1)C=1N=C(SC1C(=O)O)N1CCC(CC1)C(NCCC(=O)OC)=O